ClC1=NC=NC2=C1N(C=1C=CC(=CC21)CN2CC1(C2)N(CCC1)C(=O)OC(C)(C)C)CC(F)(F)F tert-butyl 2-[[4-chloro-5-(2,2,2-trifluoroethyl)pyrimido[5,4-b]indol-8-yl]methyl]-2,5-diazaspiro[3.4]octane-5-carboxylate